FC(C1=CC=C(C=C1)N1N=NC(=C1COC1=CC=C(N=N1)N1CC(NCC1)=O)C1=NOC(=C1)C)F 4-(6-((1-(4-(difluoromethyl)phenyl)-4-(5-methylisoxazol-3-yl)-1H-1,2,3-triazole-5-yl)methoxy)pyridazin-3-yl)piperazin-2-one